[Si](C)(C)(C(C)(C)C)OC(CN1C(N(C(C(=C1)C(=O)OCC)=O)C1=CC=CC=C1)=O)C ethyl 1-(2-((tert-butyldimethylsilyl) oxy) propyl)-2,4-dioxo-3-phenyl-1,2,3,4-tetrahydropyrimidine-5-carboxylate